COC=1C=C(C=C(C1)OC)C=1C(OC2=C(C(=CC=C2C1)OC(C)=O)OC(C)=O)=O 3-(3,5-dimethoxyphenyl)-7,8-diacetyloxycoumarin